O=C(C(=O)[O-])CCC(=O)[O-].[Na+].[Na+] sodium ketoglutarate